C(C)(C)(C)C1=C(C(=C(C(=C1)C(C)(C)C)O)CC)C 4,6-di-tert-butyl-2-ethyl-3-methylphenol